OC1(CC(C1)C(=O)N1CCC2(CC(C2)OC2=C(C=C(C=C2)C(F)(F)F)C)CC1)C ((1s,3s)-3-Hydroxy-3-methylcyclobutyl)(2-(2-methyl-4-(trifluoromethyl)phenoxy)-7-azaspiro[3.5]nonan-7-yl)methanon